C(#N)C=1C=C(OC2CCN(CC2)C(CNC(=O)C2=NNC(=C2)C2=CC=CC=C2)=O)C=CC1 5-Phenyl-1H-pyrazole-3-carboxylic acid {2-[4-(3-cyano-phenoxy)-piperidin-1-yl]-2-oxo-ethyl}-amide